C(C)OC(=O)C1=C(C=2N(N=C1)C=C(N2)C2=CC(=CC(=C2)Cl)Cl)Br 8-bromo-2-(3,5-dichlorophenyl)imidazo[1,2-b]Pyridazine-7-carboxylic acid ethyl ester